CC(=CCC/C(=C/CC/C(=C/CC/C(=C/CC/C(=C/CC/C(=C/CC1=C(C=CC(=C1)C(=O)O)O)/C)/C)/C)/C)/C)C The molecule is a monohydroxybenzoic acid. It has a role as a Saccharomyces cerevisiae metabolite and a mouse metabolite. It is a conjugate acid of a 4-hydroxy-3-all-trans-hexaprenylbenzoate.